2-(4-fluoro-phenyl)-cyclopropanecarboxylic acid (2-hydroxy-1-naphthalen-2-yl-ethyl)-amide OCC(C1=CC2=CC=CC=C2C=C1)NC(=O)C1C(C1)C1=CC=C(C=C1)F